ClC=1C(=NC(=NC1)NC1CCOCC1)C1=CC=C2CN(C(C2=C1)=O)[C@@H](C(=O)N[C@H]([C@H](C)O)C1=CC=CC=C1)C (2R)-2-(6-{5-chloro-2-[(oxacyclohex-4-yl)amino]pyrimidin-4-yl}-1-oxo-2,3-dihydro-1H-isoindol-2-yl)-N-[(1S,2S)-2-hydroxy-1-phenylpropyl]propionamide